FC1=C(C(=C(C(=C1F)F)F)F)C=1C2=CC=C(N2)C(=C2C=CC(C(=C3C=CC(=C(C=4C=CC1N4)C4=C(C(=C(C(=C4F)F)F)F)F)N3)C3=C(C(=C(C(=C3F)F)F)F)F)=N2)C2=C(C(=C(C(=C2F)F)F)F)F 5,10,15,20-tetrakis(2,3,4,5,6-penta-fluorophenyl)porphyrin